Ethyl 2-(4-bromophenyl)-3-hydroxypropionate BrC1=CC=C(C=C1)C(C(=O)OCC)CO